C(CCC)N1C(=NC=2C1=NC=C(C2)Cl)CCl 3-butyl-6-chloro-2-(chloromethyl)-3H-imidazo[4,5-b]pyridine